N1=NC(=CC2=CC=CC=C12)NC1CCC(CC1)=O 4-(cinnolinylamino)cyclohexanone